tert-butyl (S)-2-(6-(3-(imidazo[1,2-a]pyridin-7-yl)-1H-pyrrolo[2,3-b]pyridin-5-yl)isochroman-8-yl)pyrrolidine-1-carboxylate N=1C=CN2C1C=C(C=C2)C2=CNC1=NC=C(C=C12)C=1C=C2CCOCC2=C(C1)[C@H]1N(CCC1)C(=O)OC(C)(C)C